ClC1=CC=C(CNC(=O)NCCCCC2CCN(CC2)C(C2=CN=CC=C2)=O)C=C1 1-(4-chlorobenzyl)-3-(4-(1-nicotinoylpiperidin-4-yl)butyl)urea